CC1(C2=CC=CC=C2C=2C=CC(=CC12)N(C1=CC=CC=C1)C1(CC=C(C=C1)C1=CC=CC=C1)N(C1=CC=2C(C3=CC=CC=C3C2C=C1)(C)C)C1=CC=CC=C1)C 4,4-bis[N-(9,9-dimethylfluoren-2-yl)-N-phenylamino]biphenyl